C[C@@H]1CN(C[C@@H](N1)C)C=1SC2=C(N1)C=CC=C2 2-[(3R,5S)-3,5-dimethylpiperazin-1-yl]-1,3-benzothiazole